3-hydroxy-4-phenylquinoline-2-carboxylic acid OC=1C(=NC2=CC=CC=C2C1C1=CC=CC=C1)C(=O)O